1-(26-azido-2,2-dimethyl-6,9,12,15,18,21,24-heptaoxa-3-azahexacosyl)-2-(ethoxy-methyl)-1H-imidazo[4,5-c]quinolin-4-amine N(=[N+]=[N-])CCOCCOCCOCCOCCOCCOCCOCCNC(CN1C(=NC=2C(=NC=3C=CC=CC3C21)N)COCC)(C)C